COC1=NC=CC(=C1)C(=O)NC=1C=NC(=NC1)N1[C@H](CN(CC1)C1=NC=CC=C1)C 2-methoxy-N-[2-[(2S)-2-methyl-4-(2-pyridyl)piperazin-1-yl]pyrimidin-5-yl]pyridine-4-carboxamide